(3-chloro-2,4-dimethyl-5,7-dihydropyrrolo[3,4-b]pyridin-6-yl)-[(3R)-1-(6-methylpyridazin-3-yl)pyrrolidin-3-yl]methanone (methoxy(methyl)carbamoyl)pyrrolidine-1-carboxylate CON(C(=O)OC(=O)N1CCCC1)C.ClC=1C(=C2C(=NC1C)CN(C2)C(=O)[C@H]2CN(CC2)C=2N=NC(=CC2)C)C